BrC=1C(=C(OC2CCC(CC2)C[C@@H](C=O)C)C=CC1)C (S)-3-((1r,4S)-4-(3-bromo-2-methylphenoxy)cyclohexyl)-2-methylpropanal